ClC=1C=C(C=C(C1)Cl)C(F)(F)F 3,5-dichlorobenzotrifluoride